2-(4-bromo-1-methyl-1H-pyrazol-5-yl)-4-chloro-6-(3,3-difluoropyrrolidin-1-yl)-3-fluorobenzonitrile BrC=1C=NN(C1C1=C(C#N)C(=CC(=C1F)Cl)N1CC(CC1)(F)F)C